n-decanesulfonic acid C(CCCCCCCCC)S(=O)(=O)O